N-(5-(6-bromo-7-(3-morpholinopropoxy)-1-oxo-3,4-dihydroisoquinolin-2(1H)-yl)-2-((2-methoxyethoxy)methoxy)phenyl)methanesulfonamide BrC=1C=C2CCN(C(C2=CC1OCCCN1CCOCC1)=O)C=1C=CC(=C(C1)NS(=O)(=O)C)OCOCCOC